3-(2-methylpyridin-4-yl)-1H-pyrazol-5-amine CC1=NC=CC(=C1)C1=NNC(=C1)N